CO[C@H]1[C@@H](O[C@@H]([C@H]1O)CO)C1=CN(C(=O)NC1=O)C 2'-O-methyl-N1-methylpseudouridine